FC(C1=CC=C(C=C1)C=1N=C(OC1)N)(F)F (4-[4-(trifluoromethyl)phenyl]-1,3-oxazol-2-yl)amine